propyl-(phenyl)dipentoxysilane C(CC)[Si](OCCCCC)(OCCCCC)C1=CC=CC=C1